1,3-bis-[tris-(hydroxymethyl)-methylamino]-propane OCC(NCCCNC(CO)(CO)CO)(CO)CO